ClC1=C(C(=CC=C1Cl)F)C1(CN(CC1)C(=O)OC(C)(C)C)NC=1C=C2C(N(N=C(C2=CC1)C)C)=O tert-butyl 3-(2,3-dichloro-6-fluorophenyl)-3-((1,3-dimethyl-4-oxo-3,4-dihydrophthalazin-6-yl)amino)pyrrolidine-1-carboxylate